(S)-1-(3-(4-((2,3-dihydrobenzo[b][1,4]dioxin-2-yl)methyl)piperazin-1-yl)-1,5-dimethyl-1H-pyrazol-4-yl)-3,3-dimethylpyrrolidine-2,5-dione O1C2=C(OC[C@@H]1CN1CCN(CC1)C1=NN(C(=C1N1C(C(CC1=O)(C)C)=O)C)C)C=CC=C2